[K].ClC=1N=CC(=NC1)S 5-chloropyrazine-2-thiol potassium